biphenyl gold chloride [Au](Cl)(Cl)Cl.C1(=CC=CC=C1)C1=CC=CC=C1